FC1(CC12CCN(CC2)C(=O)C2(CC2)C(=O)OC)F Methyl 1-(1,1-difluoro-6-azaspiro[2.5]octane-6-carbonyl)cyclopropane-1-carboxylate